3-acetyl-7-[(4-phenylpyrimidin-2-yl)amino]-4-morpholinyl-2H-benzopyran-2-one C(C)(=O)C=1C(OC2=C(C1N1CCOCC1)C=CC(=C2)NC2=NC=CC(=N2)C2=CC=CC=C2)=O